C(C)(C)(C)OC(=O)N[C@H](C(=O)OC)C[C@@H](C(=O)OC)OC1=C(C(=CC=C1)C#N)[N+](=O)[O-] dimethyl (2S,4S)-2-(tert-butoxycarbonylamino)-4-(3-cyano-2-nitro-phenoxy)pentanedioate